C(CCC)OC(=O)NC1=C(N=NN1C)C1=CC=C(C(=N1)C)O[C@@H]1C[C@H](CCC1)C(=O)O (1S,3S)-3-((6-(5-((butoxycarbonyl)amino)-1-methyl-1H-1,2,3-triazol-4-yl)-2-methylpyridin-3-yl)oxy)cyclohexane-1-carboxylic acid